4-(2-fluoro-4-nitro-phenyl)piperazine FC1=C(C=CC(=C1)[N+](=O)[O-])N1CCNCC1